4-fluoro-3-(5-methoxy-1-methyl-1H-benzo[d][1,2,3]triazol-6-yl)benzene FC1=C(C=CC=C1)C=1C(=CC2=C(N(N=N2)C)C1)OC